(5-((4-chlorophenoxy)methyl)-1,3,4-thiadiazol-2-yl)-6-methyl-4-morpholinonicotinamide ClC1=CC=C(OCC2=NN=C(S2)C2=C(C(=O)N)C(=CC(=N2)C)N2CCOCC2)C=C1